C(CCCCCCCCCCC)OC(COP(=O)(OC1=CC=C(C=C1)[N+](=O)[O-])N[C@@H](CC1=CC=CC=C1)C(=O)OCCCCCCCCCCCC)=O dodecyl ((2-(dodecyloxy)-2-oxoethoxy)(4-nitrophenoxy)-phosphoryl)-L-phenylalaninate